FC(C(C(F)(F)F)(C(F)(F)F)SC1=CC=CC=C1)(F)F phenyl (perfluoro-tert-butyl) sulfide